[Br-].C(CCCCCCCCCCCCC)N1CN(C=C1)C 1-tetradecyl-3-methylimidazole bromide salt